[H-].[H-].C[Si](=[Zr](C1=CC=CC=2C3=CC=CC=C3CC12)(C1(C=CC=C1)C)C1(C=CC=C1)C)C dimethylsilylenebis(methylcyclopentadienyl)(fluorenyl)zirconium dihydride